benzyl (4-(benzyloxybutanoyl))leucinate C(C1=CC=CC=C1)OCCCC(=O)C(C[C@H](N)C(=O)OCC1=CC=CC=C1)(C)C